tert-butyl 5-(2,5-difluoro-4-nitrobenzoyl)-3,3-dimethyl-4-oxopiperidine-1-carboxylate FC1=C(C(=O)C2C(C(CN(C2)C(=O)OC(C)(C)C)(C)C)=O)C=C(C(=C1)[N+](=O)[O-])F